3-((5-(4-(diethyl carbamoyl) phenyl) thieno[3,2-b]pyridin-7-yl)amino)propyl methanesulfonate CS(=O)(=O)OCCCNC1=C2C(=NC(=C1)C1=CC=C(C=C1)C(N(CC)CC)=O)C=CS2